CN(C)\C=C\1/N(CCCC1=O)C(=O)OC(C)(C)C tert-butyl (2Z)-2-[(dimethylamino)methylidene]-3-oxopiperidine-1-carboxylate